(1r,2s,6r,7s)-4-[6-[4-(trifluoromethyl)phenoxy]-1,3-benzothiazol-2-yl]-4-azatricyclo[5.2.1.02,6]dec-8-ene-3,5-dione FC(C1=CC=C(OC2=CC3=C(N=C(S3)N3C([C@H]4[C@H]5C=C[C@@H]([C@H]4C3=O)C5)=O)C=C2)C=C1)(F)F